OCC1=CC=C(C=N1)C1=NC(=C(C=C1)NC(=O)C1=C(N=NN1C1=CC=CC=C1)C)OC (6'-(hydroxymethyl)-6-methoxy-[2,3'-bipyridyl]-5-yl)-4-methyl-1-phenyl-1H-1,2,3-triazole-5-carboxamide